FC1=C(C(=O)NC2=NNC(=C2)C)C(=CC=C1)C 2-fluoro-6-methyl-N-(5-methyl-1H-pyrazol-3-yl)benzamide